(2',3',5'-trioxobenzyl-arabinofuranosyl)purine O=C1C(CC2([C@@H](O)[C@H](O)[C@H](O2)CO)C2=NC=C3NC=NC3=N2)=CC(CC1=O)=O